3-chloro-4-(pyridin-2-ylmethoxy)benzenesulfonyl fluoride ClC=1C=C(C=CC1OCC1=NC=CC=C1)S(=O)(=O)F